N-[3-(p-toluenesulfonyloxy)phenyl]-N'-[3-(p-methylbenzylsulfonyloxy)phenyl]urea CC1=CC=C(C=C1)S(=O)(=O)OC=1C=C(C=CC1)NC(=O)NC1=CC(=CC=C1)OS(=O)(=O)CC1=CC=C(C=C1)C